C(C)(=O)OC[C@@H]1O[C@H]([C@@H]([C@H]([C@H]1CC(=O)[O-])CC(=O)[O-])CC(=O)[O-])S (2R,3R,4S,5R,6S)-2-(acetoxymethyl)-6-mercaptotetrahydro-2H-pyran-3,4,5-triacetate